3-(3-methylphenoxy)benzyl alcohol CC=1C=C(OC=2C=C(CO)C=CC2)C=CC1